4-chloro-1-methyl-2-oxo-1,2-dihydroquinoline-3-carbonitrile ClC1=C(C(N(C2=CC=CC=C12)C)=O)C#N